2,2',6,6'-tetrafluoro-4,4'-diacetamidoazobenzene FC1=C(C(=CC(=C1)NC(C)=O)F)N=NC1=C(C=C(C=C1F)NC(C)=O)F